OC[C@H]1OC[C@@H]([C@H]([C@H]1O)O)N(C1=NC=CC(=N1)C(F)(F)F)C (2R,3R,4R,5S)-2-(hydroxymethyl)-5-(methyl(4-(trifluoromethyl)pyrimidin-2-yl)amino)tetrahydro-2H-pyran-3,4-diol